ClC1=CC(=NC(=C1O)Cl)C(=O)NC1=NN(C=C1C(NCC1=C(C=CC=C1)C(F)(F)F)=O)C 4,6-dichloro-5-hydroxy-N-[1-methyl-4-({[2-(trifluoromethyl)phenyl]methyl}carbamoyl)-1H-pyrazol-3-yl]pyridine-2-carboxamide